P(=O)(OCC(OC(C=C)=O)OC(C=C)=O)([O-])[O-] bis(acryloyloxy)ethyl phosphate